COC1=CC=C(CN2C(C3(C2)NC[C@H](C3)C#N)=O)C=C1 (7S)-2-(4-methoxybenzyl)-1-oxo-2,5-diazaspiro[3.4]octane-7-carbonitrile